C(C)NN(C(C(CCCCCCCCCCCCCCCC)CC)=O)NCC N,N-diethylaminoethylstearamide